tert-butyl N-methyl-N-[1-[7-(1-methylpyrazol-4-yl)imidazo[1,2-c]pyrimidin-5-yl]-3-piperidyl]carbamate CN(C(OC(C)(C)C)=O)C1CN(CCC1)C1=NC(=CC=2N1C=CN2)C=2C=NN(C2)C